1-(8-Chloro-4-isoquinolyl)hexahydropyrimidine-2,4-dione ClC=1C=CC=C2C(=CN=CC12)N1C(NC(CC1)=O)=O